2-(4-(4'-chloro-5'-oxo-5'H-spiro[cyclohexane-1,7'-indolo[1,2-a]quinazolin]-9'-yl)piperidin-1-yl)acetic acid ClC=1C=2C(N=C3N(C2C=CC1)C1=CC=C(C=C1C31CCCCC1)C1CCN(CC1)CC(=O)O)=O